C(CC)C=1NC=CN1 2-propylimidazole